NC=1C=C(C=CC1N1CCOCC1)C1=CC(=NC(=N1)C=1C=NC=CC1)N1C[C@H](CC1)O (S)-1-(6-(3-amino-4-morpholinophenyl)-2-(pyridin-3-yl)pyrimidin-4-yl)pyrrolidin-3-ol